C(C(=C)C)(=O)O.C(C(=C)C)(=O)O.C(C(=C)C)(=O)O.C(C(=C)C)(=O)O.OCC(CO)(CO)CO.OCC(CO)(CO)CO di-pentaerythritol tetramethacrylate